CC1=CC=2C(C3=CC=C(C=C3C(C2C=C1)=O)C)=O 2,6-dimethylanthraquinone